6-chloro-N-((6-cyclopropylimidazo[1,2-a]pyridin-2-yl)methyl)-2-((4-methoxybenzyl)oxy)pyrimidin-4-amine ClC1=CC(=NC(=N1)OCC1=CC=C(C=C1)OC)NCC=1N=C2N(C=C(C=C2)C2CC2)C1